dicyclohexyl-bis(ethylamino)silane C1(CCCCC1)[Si](NCC)(NCC)C1CCCCC1